C(C)(C)(C)OC(=O)N[C@H](C(=O)OC(C)(C)C)CC1=CC=C(C=C1)\C(\N)=N/O tert-butyl (S,E)-2-((tert-butoxycarbonyl)amino)-3-(4-(N'-hydroxycarbamimidoyl)phenyl)propanoate